methyl 3-(1-trityl-1H-imidazol-4-yl)propanoate C(C1=CC=CC=C1)(C1=CC=CC=C1)(C1=CC=CC=C1)N1C=NC(=C1)CCC(=O)OC